C1(=CC=CC=C1)C(C1=CC=CC=C1)=NC1=C2C=CC(=NC2=CC=N1)OS(=O)(=O)C(F)(F)F 5-((diphenylmethylene)amino)-1,6-naphthyridin-2-yl-trifluoromethanesulfonic acid